C(=O)N1C(N=C(C(=C1)CN)N)C N-Formyl-4-amino-5-aminomethyl-2-METHYLPYRIMIDINE